C12(C(=O)C(=O)C(CC1)(C2(C)C)S(=O)(=O)[O-])C.C(C)(C)(C)C2=CC=C(C=C2)[I+]C2=CC=C(C=C2)C(C)(C)C di(4-tertiary butylphenyl)iodonium camphorquinonesulfonate